C1CCC2=C(C=CC=C12)NC1=C(C=C2C(=N1)NN=C2F)F N-(2,3-dihydro-1H-inden-4-yl)-3,5-difluoro-1H-pyrazolo[3,4-b]pyridin-6-amine